(S)-N-(amino(4-((dimethylamino)methyl)phenyl)(oxo)-λ6-sulfaneylidene)-2-(6-(difluoromethyl)-2,4-diisopropylpyridin-3-yl)acetamide N[S@@](=NC(CC=1C(=NC(=CC1C(C)C)C(F)F)C(C)C)=O)(=O)C1=CC=C(C=C1)CN(C)C